C(C)(C)(C)OC(N(C1CCNCC1)CCO)=O.COC=1N(C2=CC=CC=C2C1)OCCN(C)C methoxy-N-dimethylaminoethoxyindole tert-butyl-(2-hydroxyethyl)(piperidin-4-yl)carbamate